dimethyl-tin dicaprate [O-]C(=O)CCCCCCCCC.[O-]C(=O)CCCCCCCCC.C[Sn+2]C